ClC=1C=C(C=CC1F)NC(=O)C1=C(N=CN1C)C1CC2CC(CC2C1)(C1=CC(=NN1C)CC(C)C)O N-(3-Chloro-4-fluorophenyl)-4-(5-hydroxy-5-(3-isobutyl-1-methyl-1H-pyrazol-5-yl)octahydropentalen-2-yl)-1-methyl-1H-imidazole-5-carboxamide